NCC1=CC=C(C=C1)S(=O)(=O)NC=1C=CC2=C(B(OC2)O)C1 4-(aminomethyl)-N-(1-hydroxy-1,3-dihydrobenzo[c][1,2]oxaborol-6-yl)benzenesulfonamide